benzyl 4-((S)-1-(((R)-tert-butylsulfinyl)amino)-2,2,2-trifluoroethyl)piperidine-1-carboxylate C(C)(C)(C)[S@@](=O)N[C@H](C(F)(F)F)C1CCN(CC1)C(=O)OCC1=CC=CC=C1